ClCCCC1S(NC2=C(S1)C=CC=C2)(=O)=O 3-(3-chloropropyl)-1H-2,4,1-benzodithiazine 2,2-dioxide